4-bromo-6-(trifluoromethyl)nicotinic acid ethyl ester C(C)OC(C1=CN=C(C=C1Br)C(F)(F)F)=O